(S)-4-((S)-5-chloro-6-fluoro-2-phenyl-2-((S)-pyrrolidin-2-yl)-2,3-dihydrobenzofuran-4-yl)-5-fluoro-N-((3R,4S)-4-fluorotetrahydrofuran-3-yl)-6-(2-hydroxyethoxy)nicotinamide ClC=1C(=CC2=C(C[C@@](O2)([C@H]2NCCC2)C2=CC=CC=C2)C1C1=C(C(=NC=C1C(=O)N[C@@H]1COC[C@H]1F)OCCO)F)F